8-(1,5-dimethyl-6-oxo-1,6-dihydropyridin-3-yl)-9-(4-((1-(3-fluoropropyl)azetidin-3-yl)methyl)phenyl)-6,7-dihydro-5H-benzo[7]annulene-3-carboxylic acid CN1C=C(C=C(C1=O)C)C=1CCCC2=C(C1C1=CC=C(C=C1)CC1CN(C1)CCCF)C=CC(=C2)C(=O)O